2-[[4-[[7-[(5-methyl-1H-pyrazol-3-yl)amino]-1,6-naphthyridin-5-yl]amino]cyclohexyl]amino]acetonitrile CC1=CC(=NN1)NC1=NC(=C2C=CC=NC2=C1)NC1CCC(CC1)NCC#N